C(C)(=O)NC1=NC=CC(=C1)C=1OC=C(N1)C(=O)O 2-(2-acetamidopyridin-4-yl)oxazole-4-carboxylic acid